2-methyl-9-oxo-11-{3-[(1-oxo-behenyl) oxy] propyl}-2,8-diaza-5,10-dioxatetradec-14-yl behenate C(CCCCCCCCCCCCCCCCCCCCC)(=O)OCCCC(OC(NCCOCCN(C)C)=O)CCCOC(CCCCCCCCCCCCCCCCCCCCC)=O